(R)-1-amino-3-methylbutylboronic acid pinacol ester N[C@@H](CC(C)C)B1OC(C)(C)C(C)(C)O1